OCCC1(O)C=CC(O)(C=C1)CCO 1,4-di-(beta-hydroxyethyl)hydroquinone